tert-butyl 3-(4-(4,4,5,5-tetramethyl-1,3,2-dioxaborolan-2-yl)-1H-pyrazol-1-yl)pyrrolidine-1-carboxylate CC1(OB(OC1(C)C)C=1C=NN(C1)C1CN(CC1)C(=O)OC(C)(C)C)C